FC1=C(C=CC=C1)C=1SC=C(N1)C[C@@H]1C=2C(N(C=NC2CC[C@@H]1NS(=O)(=O)C)C(C)C)=O |r| rac-N-[(5R,6S)-5-{[2-(2-fluorophenyl)-1,3-thiazol-4-yl]methyl}-4-oxo-3-(propan-2-yl)-3,4,5,6,7,8-hexahydroquinazolin-6-yl]methanesulfonamide